C12(CC(C1)C2)N2N=CC=1C2=NC(=NC1O)C1CC1 1-(bicyclo[1.1.1]pentan-1-yl)-6-cyclopropyl-1H-pyrazolo[3,4-d]pyrimidin-4-ol